C(CC)CC(CC(=O)[O-])=O.C(CC)CC(CC(=O)[O-])=O.C(CC)CC(CC(=O)[O-])=O.C(CC)CC(CC(=O)[O-])=O.[Zr+4] zirconium tetra(n-propyl acetoacetate)